3-fluoro-4-(4-(5-formylthiazol-2-yl)piperazine-1-yl)methylbenzonitrile FC=1C=C(C#N)C=CC1CN1CCN(CC1)C=1SC(=CN1)C=O